[Br-].C[NH+](CCCCCCCCCCCCCC)C N,N-dimethyl-N-tetradecylammonium bromide